2-(4-cyclopropyl-2-methoxy-3-pyridyl)-7-[[4-[1-methyl-4-(trifluoromethyl)imidazol-2-yl]phenyl]methyl]-5H-pyrrolo[3,2-d]pyrimidine C1(CC1)C1=C(C(=NC=C1)OC)C=1N=CC2=C(N1)C(=CN2)CC2=CC=C(C=C2)C=2N(C=C(N2)C(F)(F)F)C